Methyl 6-chloro-3-(((R)-1-(6-((S)-4-(4-(methoxy(methyl)carbamoyl)benzyl)-2-oxooxaolidin-3-yl)-4-methylpyridin-2-yl)ethyl)amino)picolinate ClC1=CC=C(C(=N1)C(=O)OC)N[C@H](C)C1=NC(=CC(=C1)C)[C@H]1C(OCC1CC1=CC=C(C=C1)C(N(C)OC)=O)=O